O(C1=CC=CC=C1)CC#CC#CCOC1=CC=CC=C1 1,6-diphenoxy-2,4-hexadiyne